ethyl (Z)-5-(4-chlorophenyl)-2-(4-(2-methoxy-2-oxoethoxy)benzylidene)-7-methyl-3-oxo-2,3-dihydro-5H-thiazolo[3,2-a]pyrimidine-6-carboxylate ClC1=CC=C(C=C1)C1C(=C(N=C2N1C(/C(/S2)=C/C2=CC=C(C=C2)OCC(=O)OC)=O)C)C(=O)OCC